ClC1=C2C(=NC=C1C1=C(C(=CC=C1)C1=NC=CC(=C1C)CC#N)F)NC[C@]21C[C@@](CC1)(C(=O)N)C (1R,3R)-4'-Chloro-5'-(3-(4-(cyanomethyl)-3-methylpyridin-2-yl)-2-fluorophenyl)-3-methyl-1',2'-dihydrospiro[cyclopentane-1,3'-pyrrolo[2,3-b]pyridine]-3-carboxamide